5-bromo-N-(3-chloro-5-(methylsulfonamido)phenyl)-1-methyl-1H-pyrrole-3-carboxamide BrC1=CC(=CN1C)C(=O)NC1=CC(=CC(=C1)NS(=O)(=O)C)Cl